tert-butylmethylcarbodiimide C(C)(C)(C)N=C=NC